O1CC(NCCC1)[C@H](CC)OC1=NC(=C(C=2N=C(NC(C21)=O)Cl)F)Cl (S)-5-(1-(1,4-Oxazepan-3-yl)propoxy)-2,7-dichloro-8-fluoropyrido[4,3-d]pyrimidin-4(3H)-one